C(C1CO1)C=C(C(=O)O)C.C(C=C)(=O)O.C(C=C)(=O)O.C(COCCOCCO)O triethylene glycol diacrylate glycidyl-methacrylate